trans-sodium nitrite N(=O)[O-].[Na+]